(3R)-3-(N-t-Butoxycarbonyl-4-Fluorosulfonyl-3-methoxy-anilino)piperidine-1-carboxylic acid tert-butyl ester C(C)(C)(C)OC(=O)N1C[C@@H](CCC1)N(C1=CC(=C(C=C1)S(=O)(=O)F)OC)C(=O)OC(C)(C)C